5-[2-[4-[(3S)-3-(5-fluoropyridin-3-yl)-1,2-oxazolidine-2-carbonyl]piperidin-1-yl]pyrimidin-4-yl]-5-azaspiro[2.5]octan-4-one FC=1C=C(C=NC1)[C@H]1N(OCC1)C(=O)C1CCN(CC1)C1=NC=CC(=N1)N1C(C2(CC2)CCC1)=O